OC(CC1=NNC(O1)=S)CNC1=CC=C(C=C1)C(C)C 5-[2-hydroxy-3-(4-isopropylphenylamino)propyl]-1,3,4-oxadiazole-2(3H)-thione